(trans-3-(3-cyclopropyl-4-morpholino-1H-pyrazol-1-yl)cyclobutyl)methylamine C1(CC1)C1=NN(C=C1N1CCOCC1)[C@@H]1C[C@H](C1)CN